(R)-N-(1-(4-chlorophenyl)-2,2,2-trifluoroethyl)-1,3,5-trimethyl-6-oxo-1,6-dihydropyridazine-4-sulfonamide ClC1=CC=C(C=C1)[C@H](C(F)(F)F)NS(=O)(=O)C=1C(=NN(C(C1C)=O)C)C